diisononyl-amide C(CCCCCC(C)C)[N-]CCCCCCC(C)C